ClC1=C(C=CC=C1)NC(=O)C1=CC=C(C=C1)NC1=NC(=NC=C1F)NC1=CC=C(C=C1)NC(OC(C)(C)C)=O tert-butyl (4-((4-((4-((2-chlorophenyl)carbamoyl)phenyl)amino)-5-fluoropyrimidin-2-yl)amino)phenyl)carbamate